2-[2-[2-(2,6-dioxo-3-piperidinyl)-1,3-dioxo-isoindolin-5-yl]oxoethoxy]ethanesulfonyl chloride O=C1NC(CCC1N1C(C2=CC=C(C=C2C1=O)C(COCCS(=O)(=O)Cl)=O)=O)=O